ClC1=CC(=C2C(=N1)N(C=N2)[C@@H]2[C@@H]1[C@]([C@@H]3[C@H]2OC(O3)(C)C)(C1)C(=O)NC)NCC (3aR,3bS,4aS,5R,5aS)-5-(5-chloro-7-(ethylamino)-3H-imidazo[4,5-b]pyridin-3-yl)-N,2,2-trimethyltetrahydrocyclopropa[3,4]cyclopenta[1,2-d][1,3]dioxole-3b(3aH)-carboxamide